4-(6-chloro-4-(4-chloro-azepan-1-yl)-8-fluoro-2-(((S)-1-methylpyrrolidin-2-yl)methoxy)quinazolin-7-yl)benzo[d]thiazol-2-amine ClC=1C=C2C(=NC(=NC2=C(C1C1=CC=CC2=C1N=C(S2)N)F)OC[C@H]2N(CCC2)C)N2CCC(CCC2)Cl